4-nitrophenyl-(1-(4-fluoro-3-methoxyphenyl)ethyl)carbamate [N+](=O)([O-])C1=CC=C(C=C1)N(C([O-])=O)C(C)C1=CC(=C(C=C1)F)OC